N1=C(C=CC=C1)NC(=O)C=1C=CC(=C2C=CC=NC12)N[C@@H]1CN(CC1)CC(N1[C@@H](CCC1)C#N)=O N-(2-pyridyl)-5-[[(3S)-1-[2-oxo-2-[(2S)-2-cyanopyrrolidin-1-yl]ethyl]pyrrolidin-3-yl]amino]quinoline-8-carboxamide